CN([C@H]1CNCC1)C1=CC=C(C=C1)[N+](=O)[O-] (R)-N-methyl-N-(4-nitrophenyl)pyrrolidin-3-amine